(+-)-(1S,2R,4S)-N-((S)-(2,3-dichloro-6-fluorophenyl)(1-methylcyclopentyl)methyl)-2-(hydroxymethyl)-4-((4-methoxybenzyl)amino)cyclopentane-1-carboxamide ClC1=C(C(=CC=C1Cl)F)[C@@H](NC(=O)[C@@H]1[C@@H](C[C@@H](C1)NCC1=CC=C(C=C1)OC)CO)C1(CCCC1)C |r|